2-[1-[4-[[2-allyl-1-[6-(1-hydroxy-1-methyl-ethyl)-2-pyridyl]-3-oxo-pyrazolo[3,4-d]pyrimidin-6-yl]amino]phenyl]-4-piperidyl]indazole-7-carboxamide C(C=C)N1N(C2=NC(=NC=C2C1=O)NC1=CC=C(C=C1)N1CCC(CC1)N1N=C2C(=CC=CC2=C1)C(=O)N)C1=NC(=CC=C1)C(C)(C)O